N-(4-chlorophenyl)-6-(3-methoxy-3-methyl-azetidin-1-yl)-2-methylsulfonyl-5-nitro-pyrimidin-4-amine ClC1=CC=C(C=C1)NC1=NC(=NC(=C1[N+](=O)[O-])N1CC(C1)(C)OC)S(=O)(=O)C